(S)-5-(4-hydroxy-4-methylisoxazolidine-2-carbonyl)-1-isopropyl-3-methyl-6-(2-(trifluoromethyl)benzyl)-1,6-dihydro-2H-pyrrolo[3,4-d]pyrimidine-2,4(3H)-dione O[C@]1(CN(OC1)C(=O)C=1N(C=C2N(C(N(C(C21)=O)C)=O)C(C)C)CC2=C(C=CC=C2)C(F)(F)F)C